hexacyano-1,4,5,8,9,12-hexaazabenzophenanthrene C(#N)C=1C(=NC=2C3=C(C4=NC(=C(N=C4C2N1)C#N)C#N)N=C(C(=N3)C#N)C#N)C#N